1,9-ditosyl-3,7-dioxa-1,9-nonanediol S(=O)(=O)(C1=CC=C(C)C=C1)C(COCCCOCC(O)S(=O)(=O)C1=CC=C(C)C=C1)O